NC=1C=2N(C(=CC1)C(=O)OC)N=C(C2)C[C@@H]([C@@H](C2=CC(=C(C(=C2)OC)C)OC)O[Si](C)(C)C(C)(C)C)OC2CCCC2 methyl 4-amino-2-[(2S,3R)-3-[tert-butyl(dimethyl)silyl]oxy-2-(cyclopentoxy)-3-(3,5-dimethoxy-4-methyl-phenyl)propyl]pyrazolo[1,5-a]pyridine-7-carboxylate